racemic-1-(4-chloro-1H-indol-6-yl)-3-(1-(3-chloro-5-(trifluoromethyl)phenyl)ethyl)urea ClC1=C2C=CNC2=CC(=C1)NC(=O)N[C@H](C)C1=CC(=CC(=C1)C(F)(F)F)Cl |r|